CS(=O)(=O)C1=C(C=CC=C1)C1=CC(=NC2=C(N=CC=C12)C1=NNC=C1)N1CCOCC1 4-(2-Methanesulfonylphenyl)-2-(morpholin-4-yl)-8-(1H-pyrazol-3-yl)-[1,7]naphthyridine